The molecule is a dicarboximide that is pyrrolidine-2,5-dione in which the hydrogens at position 3 are substituted by one methyl and one ethyl group. An antiepileptic, it is used in the treatment of absence seizures and may be used for myoclonic seizures, but is ineffective against tonic-clonic seizures. It has a role as an anticonvulsant and a calcium channel blocker. It is a pyrrolidinone and a dicarboximide. CCC1(CC(=O)NC1=O)C